ClC=1C=CC(=C(C1)C1=CC(=NC=C1C(=O)NC=1SC(=NN1)OCC1=NC=C(C=C1)S(=O)(=N)C)C)OC 4-(5-chloro-2-methoxyphenyl)-6-methyl-N-(5-((5-(S-methylsulfonimidoyl)pyridin-2-yl)methoxy)-1,3,4-thiadiazol-2-yl)nicotinamide